C=C1OCC2(CO1)COC(OC2)=C 3,9-dimethylene-2,4,8,10-tetraoxaspiro[5.5]-undecane